CCCCCCOC(=O)C1=CC=CC=C1C(=O)O The molecule is a phthalic acid monoester obtained by formal condensation of one of the carboxy groups of phthalic acid with the hydroxy group of hexanol. It derives from a hexan-1-ol.